(6-(4,4-difluoropiperidin-1-yl)-5-(dimethylphosphinoyl)pyridin-2-yl)-4-iodo-2-(6-azaspiro[2.5]oct-6-yl)benzamide FC1(CCN(CC1)C1=C(C=CC(=N1)C=1C(=C(C(=O)N)C=CC1I)N1CCC2(CC2)CC1)P(=O)(C)C)F